bis(dimethylamino)methyl-(3-isopropenylphenyl)silane CN(C)C(N(C)C)[SiH2]C1=CC(=CC=C1)C(=C)C